1,4-bis(5-octylthiophen-2-yl)-2,5-bis(trimethylsilylethynyl)benzene C(CCCCCCC)C1=CC=C(S1)C1=C(C=C(C(=C1)C#C[Si](C)(C)C)C=1SC(=CC1)CCCCCCCC)C#C[Si](C)(C)C